FC1(CCC(CC1)[C@@H](C(NC1=NC=CC(=C1)COC(NCC(F)(F)F)=O)=O)NC(OC(C)(C)C)=O)F Tert-butyl (S)-(1-(4,4-difluorocyclohexyl)-2-oxo-2-((4-((((2,2,2-trifluoroethyl)carbamoyl)oxy)methyl)pyridin-2-yl)amino)ethyl)carbamate